C(C)(C)(C)C1N(CCC(C1)C1=CC=C(C=C1)C=1N=NN(C1)CC1=NC=C(C=C1F)C=1OC(=NN1)C(F)F)C(=O)O.CNC[Si](O)(O)O N-methyl-1-aminomethylsilanetriol tert-butyl-4-(4-(1-((5-(5-(difluoromethyl)-1,3,4-oxadiazol-2-yl)-3-fluoropyridin-2-yl)methyl)-1H-1,2,3-triazol-4-yl)phenyl)piperidin-1-carboxylate